sodium sulfopropyltridecylmalate S(=O)(=O)(O)CCCC(C(C(=O)[O-])(O)CCCCCCCCCCCCC)C(=O)[O-].[Na+].[Na+]